O[C@@H](CC(=O)[O-])CCCCC R-3-hydroxyoctanoate